ClC1=C(C=CC(=C1)Cl)/C=C(\C(=O)C=1C=CC2=C(CC(O2)(C)C)C1)/C(F)(F)F (E)-3-(2,4-dichlorophenyl)-1-(2,2-dimethyl-2,3-dihydrobenzofuran-5-yl)-2-(trifluoromethyl)prop-2-en-1-one